O1CC(CC1)C1=NC=2C(=NC=CC2C2CCN(CC2)C=O)N1 [4-[2-[tetrahydrofuran-3-yl]-3H-imidazo[4,5-b]pyridin-7-yl]-1-piperidyl]methanone